4-(dihydroxyboranyl)benzene-1-carbonitrile OB(C1=CC=C(C=C1)C#N)O